2-[(2E)-2-(aminomethyl)-3-fluoroprop-2-en-1-yl]-4-[6'-(trifluoromethyl)-2,3'-bipyridin-6-yl]-2,4-dihydro-3H-1,2,4-triazol-3-one hydrochloride Cl.NC/C(/CN1N=CN(C1=O)C1=CC=CC(=N1)C=1C=NC(=CC1)C(F)(F)F)=C\F